2-(4-chlorophenyl)-4[3H]quinazolinone ClC1=CC=C(C=C1)C1=NC2=CC=CC=C2C(N1)=O